C(#N)C1=C(C2=C(N(C(N(C2=O)C(C(=O)OC(C)(C)C)(C)C)=O)CC(OC2CCOCC2)C2=C(C=CC=C2)OCC2CC2)S1)C tert-butyl 2-(6-cyano-1-(2-(2-(cyclopropylmethoxy) phenyl)-2-((tetrahydro-2H-pyran-4-yl) oxy) ethyl)-5-methyl-2,4-dioxo-1,2-dihydrothieno[2,3-d]pyrimidin-3(4H)-yl)-2-methylpropionate